ClC1=CC(=C(C=C1)C1=NC(=CN2C1=NC(=C(C2=O)C)C)C2CC(OCC2)C(=NO)NC(=O)C2CC2)F N-[C-[4-[9-(4-chloro-2-fluoro-phenyl)-2,3-dimethyl-4-oxo-pyrazino[1,2-a]pyrimidin-7-yl]tetrahydropyran-2-yl]-N-hydroxy-carbonimidoyl]cyclopropanecarboxamide